FC=1C=C(CNC(=O)C2CCN(CC2)C2=NC=C(C(=N2)N2N=C(N=C2C)C)F)C=C(C1)F N-(3,5-difluorobenzyl)-1-(4-(3,5-dimethyl-1H-1,2,4-triazol-1-yl)-5-fluoropyrimidin-2-yl)piperidine-4-carboxamide